NC[C@@H]1CN(CCC1)C1=NC=C(C(=C1)N1C(C2=C(C=C1)N(N=C2)CC2=C(C=CC=C2F)F)=O)Cl |r| rac-5-(2-(3-(aminomethyl)piperidin-1-yl)-5-chloropyridin-4-yl)-1-(2,6-difluorobenzyl)-1,5-dihydro-4H-pyrazolo[4,3-c]pyridin-4-one